OC=1C=C(C=NC1)C=1C=NN(C1)C=1C=C(C(=O)N2CCN(CC2)C2=CC=C(C(=O)NS(=O)(=O)C3=CC(=C(C=C3)NCCSC3=CC=CC=C3)C(F)(F)F)C=C2)C=C(C1)C(F)(F)F 4-[4-[3-[4-(5-Hydroxypyridin-3-yl)pyrazol-1-yl]-5-(trifluoromethyl)benzoyl]piperazin-1-yl]-N-[4-(2-phenylsulfanylethylamino)-3-(trifluoromethyl)phenyl]sulfonylbenzamide